ClC=1C=NC=C(C1NC(=O)C=1C=CC(=C(OCCCCCCCCCCC(=O)O)C1)OC(F)F)Cl 11-(5-((3,5-dichloropyridin-4-yl)carbamoyl)-2-(difluoro-methoxy)phenoxy)undecanoic acid